C(CC)(=O)[O-].[Br-].[Zn+2] zinc bromide propionate